CC(C(=O)OC)C(C1=CSC=C1)=O methyl 2-methyl-3-oxo-3-(thiophen-3-yl)propanoate